4-[[5-fluoro-4-iodo-3-(1-phenylvinyl)-2-pyridyl]amino]-2,2-dimethyl-1,3-dihydropyridin-6-one FC=1C(=C(C(=NC1)NC=1CC(NC(C1)=O)(C)C)C(=C)C1=CC=CC=C1)I